N,N'-bis(biphenyl-4-yl)-N,N'-bis(4-tert-butylphenyl)benzo[b][1]benzofuro[2',3':5,6][1]benzofuro[2,3-f][1]benzofuran-3,10-diamine C1(=CC=C(C=C1)N(C=1C=CC2=C(OC3=C2C=C2C(=C3)C3=C(O2)C=C2C(=C3)OC3=C2C=CC(=C3)N(C3=CC=C(C=C3)C(C)(C)C)C3=CC=C(C=C3)C3=CC=CC=C3)C1)C1=CC=C(C=C1)C(C)(C)C)C1=CC=CC=C1